C(CC)N(CCC)[Si](C)(C)C (dipropylamino)trimethylsilane